trans-N-(4-((3-(1-acetyl-2,3-dihydro-1H-pyrrolo[2,3-b]pyridin-5-yl)-2-oxo-2,3-dihydro-1H-benzo[d]imidazol-1-yl)methyl)cyclohexyl)-5-chloro-2-methylnicotinamide C(C)(=O)N1CCC=2C1=NC=C(C2)N2C(N(C1=C2C=CC=C1)C[C@@H]1CC[C@H](CC1)NC(C1=C(N=CC(=C1)Cl)C)=O)=O